CC=1NC2=CC=CC=C2C1CC(=O)O.COC(CC1=CNC2=CC=CC=C12)=O indole-3-acetic acid Methyl ester (Methyl indole-3-acetate)